C(C)(C)(C)OC(=O)N[C@H](C(=O)N[C@H](C(=O)OCC1=CC=CC=C1)C(C)C)C(C)C (S)-benzyl 2-((S)-2-((tert-butoxycarbonyl)amino)-3-methylbutanamido)-3-methylbutanoate